O1C(C1)CCC1N(CCC1)C(=O)OCC1=CC=CC=C1 benzyl 2-(2-(oxiran-2-yl)ethyl)pyrrolidine-1-carboxylate